C(C)(C)OC(=O)C1=C(C2=C(N=NC(=C2C)C)O1)N 5-amino-3,4-dimethyl-furo[2,3-c]Pyridazine-6-carboxylic acid isopropyl ester